benzyl 4-(6-chloro-5-fluoro-4-{[(2,2,2-trichloroacetyl)carbamoyl]amino}pyridine-3-carbonyl)piperidine-1-carboxylate ClC1=C(C(=C(C=N1)C(=O)C1CCN(CC1)C(=O)OCC1=CC=CC=C1)NC(NC(C(Cl)(Cl)Cl)=O)=O)F